ClC=1C=2N(C=CC1SC=1N=CC(=NC1)N1CCC3([C@@H](C=4N(N=CC4)C3)N)CC1)C=NN2 (S)-1-(5-((8-chloro-[1,2,4]triazolo[4,3-a]pyridin-7-yl)thio)pyrazin-2-yl)-4'H,6'H-spiro[piperidine-4,5'-pyrrolo[1,2-b]pyrazol]-4'-amine